chlorobenzamide trifluoroacetate salt FC(C(=O)O)(F)F.ClC1=C(C(=O)N)C=CC=C1